NC=1C=CC(=C(C1)C1=NN2C(C(N1)=O)=C(N=C2CCC)C)OCC 2-(5-amino-2-ethoxyphenyl)-5-methyl-7-propyl-imidazo[5,1-f][1,2,4]triazin-4(3H)-one